Cl.C[C@H]1OC2=C(CNC1)C=CC=C2 (R)-2-methyl-2,3,4,5-tetrahydrobenzo[f][1,4]oxazepine, hydrochloride